N-Methoxy-N-methyl-2-(trifluoromethyl)pyrimidine-5-carboxamide CON(C(=O)C=1C=NC(=NC1)C(F)(F)F)C